CC(C(CC#N)=O)(C)C 4,4-dimethyl-3-oxovaleronitrile